FC(C1=CC2=C(NN=N2)C=C1)(F)F 5-(trifluoromethyl)-1H-benzo-1,2,3-triazole